C(C)C(CN(CC(CCCC)CC)CN1N=CN=C1)CCCC N,N-bis(2-ethylhexyl)-1,2,4-triazol-1-ylmethylamine